7-bromo-N-isopropyl-5-[4-(trifluoromethyl)phenyl]naphthalene-2-carboxamide BrC1=CC(=C2C=CC(=CC2=C1)C(=O)NC(C)C)C1=CC=C(C=C1)C(F)(F)F